O=C1C(=C(C=NN1)N1[C@@H](C2=CC=CC=C2C1)COC1=CN=CC(=N1)C(=O)N1CCN(CC1)C1=CC=C(C=N1)C#N)C(F)(F)F 6-[4-[(6-[[(1S)-2-[6-oxo-5-(trifluoromethyl)-1,6-dihydropyridazin-4-yl]-2,3-dihydro-1H-isoindol-1-yl]methoxy]pyrazin-2-yl)carbonyl]piperazin-1-yl]pyridine-3-carbonitrile